N1(CCC1)CC1=CC(=C(C=C1)S(=O)(N)=NC(NC1=C2C(=CC=3CCCC13)CC2)=O)F 4-(azetidin-1-ylmethyl)-2-fluoro-N'-((2,4,5,6-tetrahydro-1H-cyclobuta[f]inden-3-yl)carbamoyl)benzenesulfonimidamide